8-chloro-5-methyl-7-nitro-6-oxo-1,5-naphthyridine-2-carbonitrile ClC1=C(C(N(C=2C=CC(=NC12)C#N)C)=O)[N+](=O)[O-]